tert-butyl 2-((1-(7-methyl-4-oxo-2-(pyridin-3-yl)-4H-pyrido[1,2-a]pyrimidin-9-yl)ethyl)amino)benzoate CC=1C=C(C=2N(C(C=C(N2)C=2C=NC=CC2)=O)C1)C(C)NC1=C(C(=O)OC(C)(C)C)C=CC=C1